tert-butyl (1r,4r)-4-(4-((phenoxycarbonyl)amino) phenyl)cyclohexane-1-carboxylate O(C1=CC=CC=C1)C(=O)NC1=CC=C(C=C1)C1CCC(CC1)C(=O)OC(C)(C)C